tert-butyl 3-[4-[6-[[7-cyclopentyl-6-(dimethylcarbamoyl)pyrrolo-[2,3-d]pyrimidin-2-yl]amino]-3-pyridyl]piperazin-1-yl]piperidine-1-carboxylate C1(CCCC1)N1C(=CC2=C1N=C(N=C2)NC2=CC=C(C=N2)N2CCN(CC2)C2CN(CCC2)C(=O)OC(C)(C)C)C(N(C)C)=O